C(C)(CC)C1=C(C(=CC(=C1)C(C)CC)C(C)CC)O 2,4,6-tri-sec-butylphenol